COC(CCCCCCCCCCC(=O)OC)OC 12,12-Dimethoxydodecanoic acid, methyl ester